(S)-methyl-(5-((2-amino-2,4-dimethylpent-4-en-1-yl)oxy)-6-methyl-(2,4'-bipyridyl)-2'-yl)-carbamate COC(NC1=NC=CC(=C1)C1=NC(=C(C=C1)OC[C@@](CC(=C)C)(C)N)C)=O